C(=O)(O)C1=C(OCCCOC2=C(C=CC=C2)C(=O)O)C=CC=C1 1,3-bis(carboxyphenoxy)propane